O=C(CCCC)N([C@@H](C(C)C)C(=O)O)CC1=CC=C(C=C1)C1=C(C=CC=C1)C1=NN=NN1 N-(1-oxopentyl)-N-[[2'-(1H-tetrazol-5-yl)-[1,1'-biphenyl]-4-yl]methyl]-L-valine